2-(12-isopropyl-9-oxo-3-thia-1,10,11-triazatricyclo[6.4.0.02,6]dodeca-2(6),4,7,11-tetraen-10-yl)-N-[(3R)-1-methylazepan-3-yl]acetamide C(C)(C)C1=NN(C(C2=CC=3C=CSC3N12)=O)CC(=O)N[C@H]1CN(CCCC1)C